ClC1=CC=C(NC2=CC=CC=C2)C=C1 4-Chloro-N-phenylaniline